2-methyl-4'-(methylthio)-2-morpholinophenylpropiophenone CC1(C(C=CC=C1)C(C(=O)C1=CC=C(C=C1)SC)C)N1CCOCC1